BrC=1C(=C(C=CC1)CN)F 1-(3-bromo-2-fluorophenyl)methanamine